C1(CC1)C(N1C=C(C2=C1N=CN=C2N)C=2C(=NC=NC2)OC)C=2N=NN(C2)C2=C(C=CC=C2)F 7-{cyclopropyl-[1-(2-fluorophenyl)-1H-1,2,3-triazol-4-yl]Methyl}-5-(4-methoxypyrimidin-5-yl)-7H-pyrrolo[2,3-d]Pyrimidin-4-amine